tert-butyl 2,3,5-trimethyl-3,4-dihydro-2H-quinoxaline-1-carboxylate CC1N(C2=CC=CC(=C2NC1C)C)C(=O)OC(C)(C)C